C(C)(C)(C)OC(=O)C1(OCCCNC1)C(=O)O (tert-Butoxycarbonyl)-1,4-oxaazepane-2-carboxylic acid